N12CCC(CC1)(CC2)C(C#N)O[Si](C)(C)C 2-(quinuclidin-4-yl)-2-(trimethylsilyloxy)acetonitrile